N1-(5-(3-chlorophenyl)-7H-pyrrolo[2,3-d]pyrimidin-4-yl)-N2,N2-diethylethane-1,2-diamine ClC=1C=C(C=CC1)C1=CNC=2N=CN=C(C21)NCCN(CC)CC